ClC=1C=CC=C2C=C(NC12)C(=O)N1[C@@H]2CC([C@H]([C@H]1C(=O)N[C@H](C[C@@H]1C(NCC1)=O)\C=C(/S(=O)(=O)C)\F)CC2)(F)F (1S,3S,4S)-2-(7-chloro-1H-indole-2-carbonyl)-5,5-difluoro-N-((R,Z)-4-fluoro-4-(methylsulfonyl)-1-((R)-2-oxopyrrolidin-3-yl)but-3-en-2-yl)-2-azabicyclo[2.2.2]octane-3-carboxamide